C(C)(C)(C)OC(=O)N1C(=CC=2C1=NC=C(C2)N)C 5-amino-2-methyl-1H-pyrrolo[2,3-b]pyridine-1-carboxylic acid tert-butyl ester